12-(tert-butyl)-6-methoxy-4-methyl-3-oxo-3,4,11,12-tetrahydrobenzo[c][1,10]phenanthroline-2-carboxylic acid C(C)(C)(C)C1CC=2C3=C(C(=NC2C=2N(C(C(=CC12)C(=O)O)=O)C)OC)C=CC=C3